N-[4-[(5-amino-4-methyl-3-pyridinyl)methyl]-3-fluoro-2-pyridinyl]-N-tert-butoxycarbonyl-carbamic acid tert-butyl ester C(C)(C)(C)OC(N(C(=O)OC(C)(C)C)C1=NC=CC(=C1F)CC=1C=NC=C(C1C)N)=O